COC=1C(=NC(=NC1)NC=1C=C(C=CC1)S(=O)(=O)N)N1C2CN(C(C1)C2)C2=CC=CC=C2 3-((5-methoxy-4-(5-phenyl-2,5-diazabicyclo[2.2.1]heptan-2-yl)pyrimidin-2-yl)amino)benzenesulfonamide